2-(N-tert-butoxycarbonyl-S-methyl-sulfonimidoyl)benzofuran-5-carboxylic Acid C(C)(C)(C)OC(=O)N=S(=O)(C)C=1OC2=C(C1)C=C(C=C2)C(=O)O